C(C(=C)C)(=O)OCC[N+]#[C-] 2-isocyanoethyl methacrylate